ClC=1C(=NC(=NC1)NC1=C(C=C(C(=C1)C)N1CCC(CC1)N1CCN(CCC1)C)OC)NC1=C(C=CC(=C1)OC)NS(=O)(=O)C N-(2-((5-chloro-2-((2-methoxy-5-methyl-4-(4-(4-methyl-1,4-diazepan-1-yl)piperidin-1-yl)phenyl)amino)pyrimidin-4-yl)amino)-4-methoxyphenyl)methanesulfonamide